NC1CCC(CC1)[C@@H]1[C@H](C1)N1CCN(CC1)C1=CC=C(C=C1)C1C(NC(CC1)=O)=O 3-(4-(4-((1S,2R)-2-((1r,4r)-4-aminocyclohexyl)cyclopropyl)piperazin-1-yl)phenyl)piperidine-2,6-dione